2-(3-methylphenyl)ethanol CC=1C=C(C=CC1)CCO